Silver(I) arsenate [As]([O-])([O-])([O-])=O.[Ag+].[Ag+].[Ag+]